CC1(C(N(CCC1)CC1=CC=C(C=C1)C1=NOC(=N1)C(F)(F)F)=O)C 3,3-dimethyl-1-[[4-[5-(trifluoromethyl)-1,2,4-oxadiazol-3-yl]phenyl]methyl]piperidin-2-one